CC1OC2=C(N(C1)C(=O)C1=CC(=CC=C1)N1CCCC1)C=CC=C2 (2,3-dihydro-2-methyl-4H-1,4-benzoxazin-4-yl)[3-(1-pyrrolidinyl)phenyl]methanone